9,9-bis(4-glycidoxy-3,5-dibromophenyl)fluorene C(C1CO1)OC1=C(C=C(C=C1Br)C1(C2=CC=CC=C2C=2C=CC=CC12)C1=CC(=C(C(=C1)Br)OCC1CO1)Br)Br